C(C)OC(=O)C=1N=C2N(C(=NC(=C2)Cl)O)C1 7-chloro-5-hydroxyimidazo[1,2-c]pyrimidine-2-carboxylic acid ethyl ester